ClC1=C(C(=NC=C1)CNC(OC(C)(C)C)=O)F tert-butyl ((4-chloro-3-fluoropyridin-2-yl)methyl)carbamate